2-((3,5-Bis((E)-4-hydroxy-3-(trifluoromethoxy)benzylidene)-4-oxocyclohexyl)carbamoyl)pyridin-1-ium trifluoroacetate FC(C(=O)[O-])(F)F.OC1=C(C=C(\C=C\2/CC(C\C(\C2=O)=C/C2=CC(=C(C=C2)O)OC(F)(F)F)NC(=O)C2=[NH+]C=CC=C2)C=C1)OC(F)(F)F